3-(3-methoxy-4-(pivaloyloxy)phenyl)acrylate COC=1C=C(C=CC1OC(C(C)(C)C)=O)C=CC(=O)[O-]